(1-Isopropyl-7-methoxy-1H-indazol-6-yl)carbamic acid tert-butyl ester C(C)(C)(C)OC(NC1=CC=C2C=NN(C2=C1OC)C(C)C)=O